N[C@@H]1[C@H](CCC1)C1=C(C2=NC(=CC(=C2S1)NCC=1SC=CC1)Cl)Br 2-((1S,2S)-2-aminocyclopentyl)-3-bromo-5-chloro-N-(thiophen-2-ylmethyl)thieno[3,2-b]pyridin-7-amine